C(=O)C1=C(OCC(=O)O)C=CC=C1 2-(2-formylphenoxy)acetic acid